C(C)OC=1C=C(\C=N\S(=O)C(C)(C)C)C=CC1OC (E)-N-(3-ethoxy-4-methoxybenzylidene)-2-methylpropane-2-sulfinamide